C(C)(C)(C)C1=NC(=NO1)C1=CC=C(C(=O)N2CC3(C2)CC(C3)N3N=CC(=C3)C#N)C=C1 1-[2-[4-(5-tert-butyl-1,2,4-oxadiazol-3-yl)benzoyl]-2-azaspiro[3.3]heptan-6-yl]pyrazole-4-carbonitrile